C(C)[Si](OC(=O)CNCCC[Si](OC)(OC)C)(CC)CC N-(triethylsiloxycarbonyl)methyl-3-aminopropylmethyldimethoxysilane